Cl.FC(C=1C=C(O[C@H]2CN(CC2)C2(CCOCC2)C(=O)NC2CC3(CC(C3)C(=O)O)C2)C=CC1)(F)F (R)-6-(4-(3-(3-(Trifluoromethyl)phenoxy)pyrrolidin-1-yl)tetrahydro-2H-pyran-4-carboxamido)spiro[3.3]heptane-2-carboxylic acid, hydrochloride